2,2'-[naphthalene-2,6-diylbis(oxyethane-2,1-diyloxy[1,1'-binaphthalene]-2',2-diyloxy)]di(ethan-1-ol) C1=C(C=CC2=CC(=CC=C12)OCCOC1=C(C2=CC=CC=C2C=C1)C1=C(C=CC2=CC=CC=C12)OCCO)OCCOC1=C(C2=CC=CC=C2C=C1)C1=C(C=CC2=CC=CC=C12)OCCO